C(C)OC1=C(C=CC=C1)[C@H](CN1C(N(C(C2=C1SC(=C2C)C=2OC=CN2)=O)C(C(=O)O)(C)C)=O)OCCO 2-[1-[(2R)-2-(2-ethoxyphenyl)-2-(2-hydroxyethoxy)ethyl]-5-methyl-6-(1,3-oxazol-2-yl)-2,4-dioxo-1H,2H,3H,4H-thieno[2,3-d]pyrimidin-3-yl]-2-methylpropionic acid